C(C=C)(=O)N1CC2C3=C(N(N=C3C(C1)C)C1=C(C=C(C=C1)C(C)C)O)CCN2C(=O)[O-] 7-acryloyl-2-(2-hydroxy-4-isopropylphenyl)-9-methyl-2,3,4,5a,6,7,8,9-octahydro-5H-1,2,5,7-tetraazabenzo[cd]azulene-5-carboxylate